2-chloro-9,10-bis(tert-butoxycarbonylpropyleneoxy)anthracene Tert-butyl-(3-bromo-5-(pyridin-3-yloxy)pyrazolo[1,5-a]pyrimidin-7-yl)(cyclopropylmethyl)carbamate C(C)(C)(C)OC(N(CC1CC1)C1=CC(=NC=2N1N=CC2Br)OC=2C=NC=CC2)=O.ClC2=CC1=C(C3=CC=CC=C3C(=C1C=C2)OC(CC(=O)OC(C)(C)C)C)OC(CC(=O)OC(C)(C)C)C